(S)-3-(3-(4-hydroxy-1-methyl-2-oxo-1,2-dihydropyridin-3-yl)ureido)-3-(3-(3-(trifluoromethyl)benzyl)phenyl)propanoic acid OC1=C(C(N(C=C1)C)=O)NC(N[C@@H](CC(=O)O)C1=CC(=CC=C1)CC1=CC(=CC=C1)C(F)(F)F)=O